CC(CNCC(C)(C)C)(C)C N-(2,2-dimethylpropyl)-2,2-dimethylpropane-1-amine